CC(C(=O)N1C(CCCC1)C(=O)O)CC 1-(2-methylbutyryl)piperidine-2-carboxylic acid